C(C)(C)C1=CC=C(C=N1)N1C(N([C@H](C1)C#N)C1=CN=CC2=CC=CC=C12)=O |r| Racemic-1-(6-isopropylpyridin-3-yl)-3-(isoquinolin-4-yl)-2-oxoimidazolidine-4-carbonitrile